(3R)-3-[(2S)-3-(5-bromo-1-benzothiophen-3-yl)-1-(tert-butyloxy)-1-oxopropane-2-yl]pyrrolidine-1-carboxylic acid tert-butyl ester C(C)(C)(C)OC(=O)N1C[C@H](CC1)[C@@H](C(=O)OC(C)(C)C)CC1=CSC2=C1C=C(C=C2)Br